COC1=CC=C(C=C1)/C=C/C(=O)Cl (E)-3-(4-methoxyphenyl)acryloyl chloride